OC1CN(C1)C1=NC=C(C=N1)NC(=O)N 1-[2-(3-hydroxyazetidin-1-yl)pyrimidin-5-yl]Urea